ClC=1C=C(OCCN2CCN(CC2)C(=O)OC(C)(C)C)C=CC1/C=N/C=1C(=NC=NC1OC1(CC1)C)NCC1=CC(=CC=C1)Cl Tert-butyl (E)-4-(2-(3-chloro-4-(((4-((3-chlorobenzyl)amino)-6-(1-methylcyclopropoxy)pyrimidin-5-yl)imino)methyl)phenoxy)ethyl)piperazine-1-carboxylate